BrCC1=CC=C(C=C1)B1OC(C(O1)(CC)CC)(CC)CC 2-[4-(bromomethyl)phenyl]-4,4,5,5-tetraethyl-1,3,2-dioxaborolane